4-(dibutylamino)cyclohexanone C(CCC)N(C1CCC(CC1)=O)CCCC